3-(3-chloro-2-methyl-5-((phenoxycarbonyl)amino)phenoxy)pyrrolidine-1-carboxylic acid tert-butyl ester C(C)(C)(C)OC(=O)N1CC(CC1)OC1=C(C(=CC(=C1)NC(=O)OC1=CC=CC=C1)Cl)C